tert-butyl (5-(((tert-butyldiphenylsilyl)oxy)methyl)pyridin-3-yl)carbamate [Si](C1=CC=CC=C1)(C1=CC=CC=C1)(C(C)(C)C)OCC=1C=C(C=NC1)NC(OC(C)(C)C)=O